4-fluoro-1-methyl-2-(4-(methylsulfonyl)phenyl)-5-(1-(8-(oxetan-3-ylmethyl)-8-azabicyclo[3.2.1]octan-3-yl)piperidin-4-yl)-1H-benzo[d]imidazole FC1=C(C=CC=2N(C(=NC21)C2=CC=C(C=C2)S(=O)(=O)C)C)C2CCN(CC2)C2CC1CCC(C2)N1CC1COC1